OCCOCCOC1=CC=C(C=C1)C(\C=C\C1=CC=C(C=C1)N(C)C)=O (E)-1-(4-(2-(2-Hydroxyethoxy)ethoxy)phenyl)-3-(4-(dimethylamino)phenyl)prop-2-en-1-one